N1=C(C(=CC=C1)NC1=NC(=NC=C1OC)NC1=CC(=C(C=C1)N1CCN(CC1)C)OC)C1=NC=CC=C1 N4-([2,2'-bipyridin]-3-yl)-5-methoxy-N2-(3-methoxy-4-(4-methylpiperazin-1-yl)phenyl)pyrimidine-2,4-diamine